C(C=C)N1N(C2=NC(=NC=C2C1=O)NC1=CC=C(C=O)C=C1)C1=CC=C2C(=N1)[C@@](CC2)(O)CC (R)-4-((2-allyl-1-(7-ethyl-7-hydroxy-6,7-dihydro-5H-cyclopenta[b]pyridin-2-yl)-3-oxo-2,3-dihydro-1H-pyrazolo[3,4-d]pyrimidin-6-yl)amino)benzaldehyde